5-bromo-6-cyano-N-(4-((6,7-dimethoxyquinolin-4-yl)oxy)-3-fluorophenyl)-1-(4-fluorophenyl)-2-oxo-1,2-dihydropyridine-3-carboxamide BrC=1C=C(C(N(C1C#N)C1=CC=C(C=C1)F)=O)C(=O)NC1=CC(=C(C=C1)OC1=CC=NC2=CC(=C(C=C12)OC)OC)F